ClC=1C=C(OC2CCC(CC2)NC(=O)C=2N=NC(=CC2)N2CCC(CC2)CN2CCC(CC2)N2C=CC3=C(C=CC=C23)N2C(NC(CC2)=O)=O)C=CC1C#N N-((1r,4r)-4-(3-Chloro-4-cyanophenoxy)cyclohexyl)-6-(4-((4-(4-(2,4-dioxotetrahydropyrimidin-1(2H)-yl)-1H-indol-1-yl)piperidin-1-yl)methyl)piperidin-1-yl)pyridazine-3-carboxamide